rac-tert-butyl (5R,7S,8S)-8-amino-7-methyl-2-azaspiro[4.5]decane-2-carboxylate N[C@@H]1[C@H](C[C@@]2(CCN(C2)C(=O)OC(C)(C)C)CC1)C |r|